tert-butyl N-(2-cyanoallyl)-N-[2-methoxy-7-(4,4,5,5-tetramethyl-1,3,2-dioxaborolan-2-yl)-1-naphthyl]carbamate C(#N)C(CN(C(OC(C)(C)C)=O)C1=C(C=CC2=CC=C(C=C12)B1OC(C(O1)(C)C)(C)C)OC)=C